[O-2].[Zn+2].[Sn+4].[As+3] arsenic tin zinc oxide